[Si](C1=CC=CC=C1)(C1=CC=CC=C1)(C(C)(C)C)OCC(CCC)O (((tert-butyldiphenylsilyl)oxy)methyl)butan-1-ol